N1=NN=C(C=C1)N [1,2,3]triazin-4-amine